N-(4-(2,4-dichlorophenyl)thiazol-2-yl)-2-(4-isobutylphenyl)-N-methylpropanamide ClC1=C(C=CC(=C1)Cl)C=1N=C(SC1)N(C(C(C)C1=CC=C(C=C1)CC(C)C)=O)C